2-[4-[1-(2,6-dioxo-3-piperidyl)-6-fluoro-3-methyl-2-oxo-benzimidazol-5-yl]phenyl]-N-[5-fluoro-7-hydroxy-6-(1,1,4-trioxo-1,2,5-thiadiazolidin-2-yl)-2-naphthyl]acetamide O=C1NC(CCC1N1C(N(C2=C1C=C(C(=C2)C2=CC=C(C=C2)CC(=O)NC2=CC1=CC(=C(C(=C1C=C2)F)N2S(NC(C2)=O)(=O)=O)O)F)C)=O)=O